COC1=C(C=CC=C1)B1OC(C(O1)(C)C)(C)C 2-(2-methoxyphenyl)-4,4,5,5-tetramethyl-1,3,2-dioxaborolane